N-(4-chloro-2-methyl-1H-imidazol-5-yl)-7-(difluoromethyl)quinolin-4-amine ClC=1N=C(NC1NC1=CC=NC2=CC(=CC=C12)C(F)F)C